BrC1=CC(=C(C=C1)P(OCC)(OCC)=O)F Diethyl (4-bromo-2-fluorophenyl)phosphonate